S(=O)(=O)(O)OCC1CCC(O1)CO 5-tetrahydrofurandimethanol sulphate